S1C(=NC2=NC=CC=C21)S Thiazolo[4,5-b]pyridine-2-thiol